CN1N=CC(=C1)NC1=NC=C(C(=N1)NCCC1=CC(=CC=C1)C)C(=O)N 2-[(1-methyl-1H-pyrazol-4-yl)amino]-4-[(3-methylphenyl-ethyl)amino]pyrimidin-5-carboxamide